BrC=1C=C(C=CC1)SC=1N=NC=CC1C#N 3-[(3-Bromophenyl)sulfanyl]pyridazine-4-carbonitrile